tert-Butyl 2-{[4-(trifluoromethyl)phenyl]carbamoyl}-2,7-diazaspiro[4.5]decane-7-carboxylate FC(C1=CC=C(C=C1)NC(=O)N1CC2(CC1)CN(CCC2)C(=O)OC(C)(C)C)(F)F